N[C@@H](C(=O)NC1=C(C=C(C=C1)[N+](=O)[O-])Cl)CC1=CC=CC=C1 (R)-2-amino-N-(2-chloro-4-nitrophenyl)-3-phenylpropanamide